BrC1=CC(=C(C(=C1)N)N)C(F)(F)F 5-bromo-3-(trifluoromethyl)-1,2-benzenediamine